2-(3'-(7-chloro-5-formylbenzo[d]oxazol-2-yl)-2,2'-dimethyl-[1,1'-biphenyl]-3-yl)-6,7-dihydrothiazolo[5,4-c]pyridine-5(4H)-carboxylic acid tert-butyl ester C(C)(C)(C)OC(=O)N1CC2=C(CC1)N=C(S2)C=2C(=C(C=CC2)C2=C(C(=CC=C2)C=2OC1=C(N2)C=C(C=C1Cl)C=O)C)C